BrC=1C=C(C=C2C=C(N(C12)C(=O)[O-])C(=O)OC)C 2-methyl 7-bromo-5-methyl-1H-indole-1,2-dicarboxylate